BrC1=NN(C2=NC(=NC(=C21)NCC2=CC=C(C=C2)S(=O)(=O)N)N2CCCCC2)C 4-((3-Bromo-1-methyl-6-piperidinyl-1H-pyrazolo[3,4-d]pyrimidin-4-yl)aminomethyl)benzenesulfonamide